The molecule is a methyl-branched fatty acyl-CoA obtained from the formal condensation of the thiol group of coenzyme A with the carboxy group of 3-hydroxyisoheptadecanoic acid It is a 3-hydroxy fatty acyl-CoA, a methyl-branched fatty acyl-CoA, a long-chain fatty acyl-CoA and an 11,12-saturated fatty acyl-CoA. It is a conjugate acid of a 3-hydroxyisoheptadecanoyl-CoA(4-). CC(C)CCCCCCCCCCCC(CC(=O)SCCNC(=O)CCNC(=O)[C@@H](C(C)(C)COP(=O)(O)OP(=O)(O)OC[C@@H]1[C@H]([C@H]([C@@H](O1)N2C=NC3=C(N=CN=C32)N)O)OP(=O)(O)O)O)O